pentaerythritol tetrakis-(β-dodecylmercapto)propionate CC(CCCCCCCCCC)SC(C(C(=O)OCC(CO)(CO)CO)(SC(C)CCCCCCCCCC)SC(C)CCCCCCCCCC)SC(C)CCCCCCCCCC